2-aminonicotinonitrile NC1=C(C#N)C=CC=N1